(1,2,3,4-13C4)heptanoic acid [13C]([13CH2][13CH2][13CH2]CCC)(=O)O